C=C1CC2=CC=CC=C2C1 2-methylene-2,3-dihydro-1H-indene